triethylammonium tetra(2,3,4,6-tetrafluorophenyl)borate 3-(5-(Benzyloxy)-2-((tert-butoxycarbonyl)amino)-5-oxopentanamido)propane-1,2-diyl-distearate C(C1=CC=CC=C1)OC(CCC(C(=O)NCC(CCCCCCCCCCCCCCCCCCC(=O)[O-])CCCCCCCCCCCCCCCCCC(=O)[O-])NC(=O)OC(C)(C)C)=O.FC1=C(C(=CC(=C1F)F)F)[B-](C1=C(C(=C(C=C1F)F)F)F)(C1=C(C(=C(C=C1F)F)F)F)C1=C(C(=C(C=C1F)F)F)F.C(C)[NH+](CC)CC.C(C)[NH+](CC)CC.C(C)[NH+](CC)CC